CN(C)CC=1C=CC=2N(C1)N=CC2C(=O)N2[C@@H](C1=C(CC2)NC=N1)C1=NN2C(C(=CC=C2)C(F)(F)F)=C1 (S)-(6-((dimethylamino)methyl)pyrazolo[1,5-a]pyridin-3-yl)(4-(4-(trifluoromethyl)pyrazolo[1,5-a]pyridin-2-yl)-6,7-dihydro-1H-imidazo[4,5-c]pyridin-5(4H)-yl)methanone